para-Methylcresol CC=1C=C(C(=CC1)O)C